CC1=CC=C(C=C1)S(=O)(=O)O.OC1=CC=C([C@@H](N)C(=O)O)C=C1 |r| Racemic-p-Hydroxyphenylglycine p-Toluenesulfonate